4-(((4-(((adamantan-1-yl)amino)methyl)thiazol-2-yl)methyl)thio)-2-(2,6-dioxopiperidin-3-yl)-5-fluoroisoindoline-1,3-dione C12(CC3CC(CC(C1)C3)C2)NCC=2N=C(SC2)CSC2=C3C(N(C(C3=CC=C2F)=O)C2C(NC(CC2)=O)=O)=O